bis(3-(N,N-dimethylamino)propyl)amine CN(C)CCCNCCCN(C)C